FC(CN1N=C2C3=C(CCC2=C1)OC(=C3C)C(=O)O)(C3=NC=CC=C3)F 2-[2,2-Difluoro-2-(pyridin-2-yl)ethyl]-8-methyl-4,5-dihydro-2H-furo[2,3-g]indazole-7-carboxylic acid